Cl.NC1=C(C(=CC(=C1)N1CCN(CC1)C)F)O 2-amino-6-fluoro-4-(4-methylpiperazin-1-yl)phenol hydrochloride